NC1=NNC(=N1)CNC=1C2=C(N=C(N1)OCC13CCCN3CCC1)CN(CC2)C2=CC=CC1=CC=CC(=C21)CC N-((3-amino-1H-1,2,4-triazol-5-yl)methyl)-7-(8-ethylnaphthalen-1-yl)-2-((tetrahydro-1H-pyrrolizin-7a(5H)-yl)methoxy)-5,6,7,8-tetrahydropyrido[3,4-d]pyrimidin-4-amine